(S)-2-(4-chlorophenyl)-1-(4-((5R,7R)-7-hydroxy-5-methyl-6,7-dihydro-5H-cyclopenta[d]pyrimidin-4-yl)piperazin-1-yl)-2-((R)-2-azaspiro[4.5]dec-1-yl)ethan-1-one ClC1=CC=C(C=C1)[C@H](C(=O)N1CCN(CC1)C=1C2=C(N=CN1)[C@@H](C[C@H]2C)O)[C@H]2NCCC21CCCCC1